Cl.C(#CCCCC)N hexyneamine hydrochloride